bismuth sodium potassium bismuth [Bi].[K].[Na].[Bi]